4-ethylbenzoic acid 2-butyl ester CC(CC)OC(C1=CC=C(C=C1)CC)=O